(R)-4-fluoro-N-(5-fluoropyridin-3-yl)-2-(6-(3-fluoropyrrolidin-1-yl)pyridin-3-yl)thiazole-5-carboxamide FC=1N=C(SC1C(=O)NC=1C=NC=C(C1)F)C=1C=NC(=CC1)N1C[C@@H](CC1)F